C(CCCCC=C)OCC1=NNC(N1)=O 3-[(hept-6-en-1-yloxy)methyl]-4,5-dihydro-1H-1,2,4-triazol-5-one